ClC1=C(C(=CC=C1Cl)O)[C@H]1C[C@@H]2N(C(CN(C2)C2CC(C2)O)=O)C1 (7R,8aS)-7-(2,3-dichloro-6-hydroxyphenyl)-2-(3-hydroxycyclobutyl)-hexahydropyrrolo[1,2-a]pyrazin-4-one